[(1S)-2,2,5,7-tetrafluoro-2,3-dihydro-1H-inden-1-yl]sulfamide FC1([C@H](C2=C(C=C(C=C2C1)F)F)NS(=O)(=O)N)F